ClC1=NC(=CC(=C1)OCC1COC1)C1(COCC1)OC 2-chloro-6-(3-methoxytetrahydrofuran-3-yl)-4-(oxetan-3-ylmethoxy)pyridine